alpha-(4-bromo-benzyl)-proline BrC1=CC=C(C[C@@]2(NCCC2)C(=O)O)C=C1